ClC1=NC(=C2N=CN(C2=N1)[C@@H]1SC[C@H]([C@H]1O)O)NCC1=CC(=CC=C1)I (2R,3R,4S)-2-(2-chloro-6-(3-iodobenzylamino)-9H-purin-9-yl)tetrahydrothiophene-3,4-diol